C(CCCC)=NO valeraldoxime